F[C@H]1C[C@@H](CC[C@@H]1O)NC(OCC1=CC=CC=C1)=O Benzyl ((1R,3S,4S)-3-fluoro-4-hydroxycyclohexyl)carbamate